(pyridin-4-yl)-1H-pyrazole N1=CC=C(C=C1)N1N=CC=C1